3-[5,7-difluoro-2-(4-fluorophenyl)-1H-indol-3-yl]-N-[(3S,4R)-4-hydroxy-2-oxo-pyrrolidin-3-yl]propanamide FC=1C=C2C(=C(NC2=C(C1)F)C1=CC=C(C=C1)F)CCC(=O)N[C@@H]1C(NC[C@H]1O)=O